9-methoxy-1,3-dimethyl-12-thioxobenzo[4',5']imidazo[2',1':2,3]imidazo[1,5-a]pyridin-2(12H)-one COC1=CC2=C(N=C3N2C(C=2N3C=C(C(C2C)=O)C)=S)C=C1